C(C)(C)(C)OC(=O)N(C(OC(C)(C)C)=O)CCCCN(C1=C2CN(C(C2=CC=C1)=O)C1C(NC(CC1)=O)=O)CCC(CNC(=O)OC(C)(C)C)(C)C tert-butyl (tert-butoxycarbonyl)(4-((4-((tert-butoxycarbonyl)amino)-3,3-dimethylbutyl)(2-(2,6-dioxopiperidin-3-yl)-1-oxoisoindolin-4-yl)amino)butyl)carbamate